N1C=NC2=C1C=CC(=C2)N2N=NC=1C2=NC(=CC1)Cl 3-(1H-benzo[d]imidazol-5-yl)-5-chloro-3H-[1,2,3]triazolo[4,5-b]pyridine